(±)-trans-2-(1-acetyl-4-piperidinyl)-N-(8-amino-6-chloro-2,7-naphthyridin-3-yl)cyclopropanecarboxamide C(C)(=O)N1CCC(CC1)[C@H]1[C@@H](C1)C(=O)NC=1N=CC2=C(N=C(C=C2C1)Cl)N |r|